N[C@H](C(=O)NC[C@@H]([C@H]([C@@H]([C@@H](CO)O)O)O)O)CCC(=O)NC[C@@H]([C@H]([C@@H]([C@@H](CO)O)O)O)O (2S)-2-amino-N,N'-bis[(2S,3R,4R,5R)-2,3,4,5,6-pentahydroxyhexyl]pentanediamide